C1C(CC12CCC2)NC(=O)NC(C(F)(F)F)C2=CC(=CC=C2)C(F)(F)F 1-Spiro[3.3]hept-2-yl-3-[2,2,2-trifluoro-1-(3-trifluoromethyl-phenyl)-ethyl]-urea